ethyl (2-amino-4-(4-(5-ethyl-1-phenyl-1H-pyrazole-4-carboxamido)-2-fluorophenoxy)pyridin-3-yl)(isopropyl)carbamate NC1=NC=CC(=C1N(C(OCC)=O)C(C)C)OC1=C(C=C(C=C1)NC(=O)C=1C=NN(C1CC)C1=CC=CC=C1)F